(1S,2R,4S,5S)-8-(benzyloxy)-N-(2,4-difluorobenzyl)-4-fluoro-2,5-dimethyl-7,9-dioxo-2,3,4,5,7,9-hexahydro-1,6-methanopyrido[1,2-b][1,2,5]triazonine-10-carboxamide C(C1=CC=CC=C1)OC=1C(C(=CN2N3[C@@H](C[C@@H]([C@@H](N(C(C21)=O)C3)C)F)C)C(=O)NCC3=C(C=C(C=C3)F)F)=O